FC1=CC=C(C=C1)CC1=CN2C(S1)=NC(=C2)C=2C(OC1=C(C2)C=CC=C1)=O 3-[2-[(4-Fluorophenyl)methyl]imidazo[2,1-b]thiazol-6-yl]-2H-1-benzopyran-2-one